2-[(3aR,7aR)-4-(3-fluorophenyl)-hexahydro-2H-pyrrolo[3,2-b]pyridin-1-yl]-4-[2-(1-phenyl-2,5,8,11,14-pentaoxahexadecan-16-yl)piperidin-1-yl]pyridine FC=1C=C(C=CC1)N1[C@H]2[C@@H](CCC1)N(CC2)C2=NC=CC(=C2)N2C(CCCC2)CCOCCOCCOCCOCCOCC2=CC=CC=C2